N=1N(N=CC1)C1=C(C=C(C=N1)NC(=O)C1=C(C=C(C=C1)C1=C(C=CC=C1)OC)C)C(F)(F)F N-(6-(2H-1,2,3-triazol-2-yl)-5-(trifluoromethyl)pyridin-3-yl)-2'-methoxy-3-methyl-[1,1'-biphenyl]-4-carboxamide